COC=1C=CC2=CNN=C2C1 6-methoxy-2H-indazol